O[C@@H]([C@@H](C(=O)N)NC(=O)C1=C(OC2=CN=C(C=C21)OCC2=C(N=CS2)C)C)C (2S,3R)-3-hydroxy-2-({2-methyl-5-[(4-methyl-1,3-thiazol-5-yl)methoxy]furo[2,3-c]pyridin-3-yl}formamido)butanamide